2-chloro-4-(9-phenyl-9H-carbazol-3-yl)benzofuro[3,2-d]Pyrimidine ClC=1N=C(C2=C(N1)C1=C(O2)C=CC=C1)C=1C=CC=2N(C3=CC=CC=C3C2C1)C1=CC=CC=C1